Bromo-4-chloro-2',5'-difluoro-[1,1'-biphenyl]-2-ol BrC1=C(C(=CC=C1Cl)C1=C(C=CC(=C1)F)F)O